bis(2,2,2-trifluoroethyl) methyl orthoformate C(OCC(F)(F)F)(OCC(F)(F)F)OC